P(=O)(OCCC(CC(CCCCCCCC)(C)C)C)([O-])[O-] 3,5,5-trimethyl-1-tridecyl phosphate